C1(=CC=CC2=CC=CC=C12)C1CCC2(CNC(N2)=O)CC1 8-(naphthalen-1-yl)-1,3-diazaspiro[4.5]decan-2-one